FC(C=1C=C(C#N)C=C(C1)OCC1=CC=C(C=C1)OC)F 3-(difluoromethyl)-5-((4-methoxybenzyl)oxy)benzonitrile